BrC=1C=C(C(=O)C(=O)O)C=C(C1)Br 3,5-dibromobenzoyl-formic acid